CC=1C=C(C=C2C=NNC12)C[C@H](C(=O)N1CCN(CC1)C1CCN(CC1)C)NC(=O)N1CCC(CC1)C1=CC2=C(NC1=O)SCC2 (R)-N-(3-(7-methyl-1H-indazol-5-yl)-1-(4-(1-methylpiperidin-4-yl)piperazin-1-yl)-1-oxopropan-2-yl)-4-(6-oxo-2,3,6,7-tetrahydrothieno[2,3-b]pyridin-5-yl)piperidine-1-carboxamide